ClCC\C=C/CCCCCCCCCC(OCCCCCCCC)OCCCCCCCC (3Z)-1-chloro-14,14-dioctanoxy-3-tetradecene